[Li].FC(F)(F)N(S(=O)=O)C(F)(F)F bis-trifluoromethyl-sulfonamide lithium salt